ClC1=C(C=CC=C1)CN1N=C(C=C1C1=CC(=CC=C1)OCC(C)C)COC(C(=O)O)(C)C 2-([1-[(2-Chlorophenyl)methyl]-5-(3-(2-methylpropoxy)phenyl)1H-pyrazol-3-yl]methoxy)-2-methylpropanoic acid